3-acetamido-N-[2-[2-[[2-[4-[2-fluoro-5-[(4-oxo-3H-phthalazin-1-yl)methyl]benzoyl]piperazin-1-yl]-2-oxo-ethyl]amino]ethoxy]ethyl]pyridine-2-carboxamide C(C)(=O)NC=1C(=NC=CC1)C(=O)NCCOCCNCC(=O)N1CCN(CC1)C(C1=C(C=CC(=C1)CC1=NNC(C2=CC=CC=C12)=O)F)=O